4-fluoro-N-{[6-fluoro-5-(1-methylcyclopropyl)pyridin-2-yl](phenyl)methyl}-1-[2-(1-methyl-1H-indazol-3-yl)acetyl]pyrrolidine-2-carboxamide FC1CC(N(C1)C(CC1=NN(C2=CC=CC=C12)C)=O)C(=O)NC(C1=CC=CC=C1)C1=NC(=C(C=C1)C1(CC1)C)F